1-methyl-2-oxo-1,2,3,4-tetrahydroquinolin CN1C(CCC2=CC=CC=C12)=O